N-(m-tolyl)methanesulfonamide C1(=CC(=CC=C1)NS(=O)(=O)C)C